NC=1C=C(OC2CC(C2)C#N)C=CC1O (1S,3S)-3-(3-amino-4-hydroxyphenoxy)cyclobutane-1-carbonitrile